5-fluoro-1-(4-isopropylbenzylidene)-2-methylinden FC=1C=C2C=C(C(C2=CC1)=CC1=CC=C(C=C1)C(C)C)C